[I-].[I-].[NH4+].[NH4+] diammonium diiodide